[Cl-].CO[Si](CCC[N+](C)(C)CCCCCCCCCCCCCCCCCC)(OC)OC 3-(trimethoxysilyl)propyl-N,N-dimethyloctadecyl-ammonium chloride